ClC1=CC=C(C(=N1)C(=O)NS(=O)(=O)C)N[C@H](C)C=1C=C(C=C2C(C(=C(OC12)C1=CC=CC=C1)C=1C=NOC1)=O)C 6-Chloro-3-[[(1R)-1-(3-isoxazol-4-yl-6-methyl-4-oxo-2-phenyl-chromen-8-yl)ethyl]amino]-N-methylsulfonyl-pyridine-2-carboxamide